tert-butyl 3-(7-bromo-2,8-difluoro-quinazolin-4-yl)-3,8-diazabicyclo[3.2.1]octane-8-carboxylate BrC1=CC=C2C(=NC(=NC2=C1F)F)N1CC2CCC(C1)N2C(=O)OC(C)(C)C